OCCN1CC(CCC1)NC1=NN2C(N=C(C=C2)C2=C(C=C(C=C2C)C(F)(F)F)O)=N1 2-(2-((1-(2-hydroxyethyl)piperidin-3-yl)amino)-[1,2,4]triazolo[1,5-a]pyrimidin-5-yl)-3-methyl-5-(trifluoromethyl)phenol